FC1([C@@H]2OC[C@H](O[C@]12C)COC1=CC=C(C=C1)C=1C=C(C(NC1C(F)(F)F)=O)C(=O)N)F 5-(4-(((1S,3S,6R)-7,7-difluoro-1-methyl-2,5-dioxabicyclo[4.1.0]hept-3-yl)methoxy)phenyl)-2-oxo-6-(trifluoromethyl)-1,2-dihydropyridine-3-carboxamide